2,3-dibromo-6-chloro-5-methyl-2,3-dihydrofuro[3,2-b]pyridine Bromine [Br].BrC1C(C2=NC(=C(C=C2O1)Cl)C)Br